2-(1-methyl-1H-pyrazol-4-yl)pyrimidine-4-formamide CN1N=CC(=C1)C1=NC=CC(=N1)C(=O)N